BrC1=C(N(C2=C1N=C(S2)C2CCN(CC2)C(=O)OC(C)(C)C)C(=O)OC(C)(C)C)C=2C(=C(C=1N(C2)N=CN1)C)C tert-butyl 6-bromo-2-(1-(tert-butoxy carbonyl) piperidin-4-yl)-5-(7,8-dimethyl-[1,2,4]triazolo[1,5-a]pyridin-6-yl)-4H-pyrrolo[3,2-d]thiazole-4-carboxylate